C(C)C1=CC(=NO1)C 5-ethyl-3-methylisoxazole